(R)-7-(5-chloro-2-((1-methyl-1H-pyrazol-5-yl)amino)pyridin-4-yl)-2-((2-(hydroxymethyl)-6-(trifluoromethyl)pyridin-3-yl)methyl)-3-(methoxymethyl)-3,4-dihydropyrrolo[1,2-a]pyrazine ClC=1C(=CC(=NC1)NC1=CC=NN1C)C=1C=C2N(C[C@@H](N(C2)CC=2C(=NC(=CC2)C(F)(F)F)CO)COC)C1